5-(2-hydroxypropan-2-yl)-1H-1,2,3-triazol OC(C)(C)C1=CN=NN1